O1C(CCCC1)N1N=CC(=C1)S 1-(tetrahydro-2H-pyran-2-yl)-1H-pyrazole-4-thiol